C(C=C)(=O)N1C[C@@H](CCC1)C1=NN(C=2C(=NNC(C21)=O)N)C2=CC=C(C=C2)OC2=CC(=CC=C2)F (R)-3-(1-acryloylpiperidin-3-yl)-7-amino-1-(4-(3-fluorophenoxy)phenyl)-1,5-dihydro-4H-pyrazolo[3,4-d]pyridazin-4-one